FC=1C=C2C(CNC2=CC1)C[C@@H]1N(CCC1)C 5-fluoro-3-(((R)-1-methylpyrrolidin-2-yl)methyl)indoline